2-[(2E)-2-(aminomethyl)-3-fluoroprop-2-en-1-yl]-4-(5-[4-(2-oxopyrrolidin-1-yl)phenyl]thiophen-2-ylmethyl)-2,4-dihydro-3H-1,2,4-triazol-3-one hydrochloride Cl.NC/C(/CN1N=CN(C1=O)CC=1SC(=CC1)C1=CC=C(C=C1)N1C(CCC1)=O)=C\F